ClC1=C(C=C(C(=O)N2[C@@H](CCC2)C(=O)O)C=C1)S(N)(=O)=O (4-Chloro-3-sulfamoyl-benzoyl)-L-proline